Neodymium diiodide [I-].[I-].[Nd+2]